CNC1=NC2=NC=CN=C2C(=O)N1 Methylpterin